FC1=C(C=CC=C1)C1=C(C=CC=C1)N1C2=CC=CC=C2C=2C=CC=CC12 9-(2'-fluoro-[1,1'-biphenyl]-2-yl)-9H-carbazole